(6S)-6-Methyl-5-[4'-methyl-2-(trifluoromethyl)[1,1'-biphenyl]-4-yl]-3,6-dihydro-2H-1,3,4-oxadiazin-2-one C[C@H]1C(=NNC(O1)=O)C1=CC(=C(C=C1)C1=CC=C(C=C1)C)C(F)(F)F